NC1=C2N=CN(C2=NC=N1)CC(=O)N1[C@@H]2C[C@@H]2C[C@H]1C(=O)NCC1=C(C(=CC=C1)Cl)F (1R,3S,5R)-2-(2-(6-amino-9H-purin-9-yl)acetyl)-N-(3-chloro-2-fluorophenylmethyl)-2-azabicyclo[3.1.0]hexane-3-carboxamide